4-(1-(tert-butoxycarbonyl)-4-((3,4-difluorophenyl)amino)piperidin-4-yl)butyric acid C(C)(C)(C)OC(=O)N1CCC(CC1)(NC1=CC(=C(C=C1)F)F)CCCC(=O)O